N-(1-(6-(2-methoxyphenyl)pyridazin-3-yl)piperidin-3-yl)octanoamide 3-methoxybutyl-acrylate COC(CCOC(C=C)=O)C.COC1=C(C=CC=C1)C1=CC=C(N=N1)N1CC(CCC1)NC(CCCCCCC)=O